COC(=O)C=1C=CC=2N(C1)C(=CN2)C2=CC=C(C=C2)NC(=O)OC.C(C)(C)(C)P(C2=C(C=CC=C2)C2=C(C=CC=C2)N(C)C)C(C)(C)C 2-(di-tert-butylphosphino)-2'-(N,N-dimethylamino)biphenyl Methyl-3-[4-(methoxycarbonylamino)phenyl]imidazo[1,2-a]pyridine-6-carboxylate